BrC=1C(=NC(=NC1)Cl)NC1=CC=CC=2CCS(NC21)(=O)=O N-(5-bromo-2-chloro-pyrimidin-4-yl)-2,2-dioxo-3,4-dihydro-1H-2,1-benzothiazin-8-amine